FC1=C(C(=O)N([C@H]2CNCCC2)C2=NC=CC3=CC=CC(=C23)C)C=CC(=C1)NC1=NC=CC(=N1)N1C[C@@H](CCC1)O 2-fluoro-4-((4-((R)-3-hydroxypiperidin-1-yl)pyrimidin-2-yl)amino)-N-(8-methylisoquinolin-1-yl)-N-((R)-piperidin-3-yl)benzamide